ClC=1C(=NC=C(C1)F)CNC(=O)[C@@H]1CCN(C2(CC2)C1)C(=O)C1=NNC(=C1)C1=CC(=NC=C1F)C1CC1 (R)-N-((3-chloro-5-fluoropyridin-2-yl)methyl)-4-(5-(2-cyclopropyl-5-fluoropyridin-4-yl)-1H-pyrazole-3-carbonyl)-4-azaspiro[2.5]octane-7-carboxamide